N1=C(N=CC=C1)CN1C(C=C(C=C1)C1=NN(C2=CC=CC=C12)C1=CC=C(C=C1)C(F)(F)F)=O 1-(pyrimidin-2-ylmethyl)-4-(1-(4-(trifluoromethyl)phenyl)-1H-indazol-3-yl)pyridin-2(1H)-one